FC1=CC=C(C=C1)CCNC(=O)C1=C(OC=2N=CN=C(C21)NC2(CC2)C)C N-[2-(4-fluorophenyl)ethyl]-6-methyl-4-[(1-methylcyclopropyl)amino]furo[2,3-d]pyrimidine-5-carboxamide